4-[5-(3,5-dichlorophenyl)-5-trifluoromethyl-4,5-dihydroisoxazol-3-yl]-2-methoxy-N-(2,2,2-trifluoroethyl)benzoic acid amide ClC=1C=C(C=C(C1)Cl)C1(CC(=NO1)C1=CC(=C(C(=O)NCC(F)(F)F)C=C1)OC)C(F)(F)F